4-(3-(2-sulfamoylaminoethyl)azetidin-1-yl)-8-ethoxyquinazoline S(N)(=O)(=O)NCCC1CN(C1)C1=NC=NC2=C(C=CC=C12)OCC